ClC=1C=CC(=C(C1)C1=C(C(NC=C1F)=O)F)N1N=NC(=C1)Cl 4-(5-Chloro-2-(4-chloro-1H-1,2,3-triazol-1-yl)phenyl)-3,5-difluoropyridin-2(1H)-one